6-fluoro-4-methoxy-1-(p-tolylsulfonyl)pyrrolo[2,3-b]pyridine-2-carboxylic acid FC1=CC(=C2C(=N1)N(C(=C2)C(=O)O)S(=O)(=O)C2=CC=C(C=C2)C)OC